(S)-((3-(3,5-difluoro-4-(2-thia-6-azaspiro[3.3]hept-6-yl)phenyl)-2-oxo-oxazolidin-5-yl)methyl)carbamic acid methyl ester COC(NC[C@H]1CN(C(O1)=O)C1=CC(=C(C(=C1)F)N1CC2(CSC2)C1)F)=O